FC1=C2C(=C(NC2=C(C=C1)F)C1=CC=C(C=C1)F)C=CC(=O)N[C@@H]1C(OCC1)=O 3-[4,7-difluoro-2-(4-fluorophenyl)-1H-indol-3-yl]-N-[(3S)-2-oxotetrahydrofuran-3-yl]Acrylamide